2-(3-(1H-pyrazol-1-yl)phenoxy)-6-phenyl-4-(1H-pyrazol-1-yl)pyridine N1(N=CC=C1)C=1C=C(OC2=NC(=CC(=C2)N2N=CC=C2)C2=CC=CC=C2)C=CC1